C1(=CC(=CC=C1)C[C@@H]1N(CC2(CC2)[C@@H]1NS(=O)(=O)N1CCC1)C(=O)[C@@H]1OCC1)C1=CC=CC=C1 N-((6S,7S)-6-([1,1'-biphenyl]-3-ylmethyl)-5-((R)-oxetane-2-carbonyl)-5-azaspiro[2.4]heptan-7-yl)azetidine-1-sulfonamide